(aminomethyl)-1,2,5-thiadiazolidine 1,1-dioxide NCN1S(NCC1)(=O)=O